(2S,4R)-1-((S)-2-(6-(4-benzhydrylpiperazin-1-yl)-6-oxohexanamido)-3,3-dimethylbutanoyl)-4-hydroxy-N-(4-(4-methylthiazol-5-yl)benzyl)pyrrolidine-2-carboxamide C(C1=CC=CC=C1)(C1=CC=CC=C1)N1CCN(CC1)C(CCCCC(=O)N[C@H](C(=O)N1[C@@H](C[C@H](C1)O)C(=O)NCC1=CC=C(C=C1)C1=C(N=CS1)C)C(C)(C)C)=O